[Ta].[Zr].[Ni] nickel-zirconium-tantalum